FC1=C(C(=O)N2CCN(CC2)C(CN2CCC(CC2)OC2CCN(CC2)C(=O)C2=NC=C(C=C2NC(OC(C)(C)C)=O)C=2C=C(C=CC2)C)=O)C=C(C=C1)CC1=NNC(C2=CC=CC=C12)=O tert-butyl N-[2-[4-[[1-[2-[4-[2-fluoro-5-[(4-oxo-3H-phthalazin-1-yl)methyl]benzoyl]piperazin-1-yl]-2-oxo-ethyl]-4-piperidyl]oxy]piperidine-1-carbonyl]-5-(m-tolyl)-3-pyridyl]carbamate